N-[(4-chlorophenyl)methyl]carboxamide ClC1=CC=C(C=C1)CNC=O